4-aminopyrimidin NC1=NC=NC=C1